ClC=1C=C(C=C(C1OC=1N=NC(=C(C1)C(C)C)Cl)Cl)NC(/C=C/C(=O)OC)=O methyl (E)-4-((3,5-dichloro-4-((6-chloro-5-isopropylpyridazin-3-yl) oxy) phenyl) amino)-4-oxo-2-butenoate